(1R,3S)-3-(5-amino-2H-pyrazol-3-yl)cyclopentyl N-cyclopropylcarbamate C1(CC1)NC(O[C@H]1C[C@H](CC1)C=1NN=C(C1)N)=O